BrC=1C=C(C=CC1)N1CCN(CC1)CC=1C=C2C(N(C(C2=CC1)=O)C1C(NC(CC1)=O)=O)=O 5-((4-(3-bromophenyl)piperazin-1-yl)methyl)-2-(2,6-dioxopiperidin-3-yl)isoindoline-1,3-dione